NC=1SC2=C(N1)C(CCC2)(C2=CC=CC=C2)C(=O)N (2-amino-4-phenyl-4,5,6,7-tetrahydrobenzothiazol-4-yl)carboxamide